C(C)(C)(C)OC(C1=C(C=C(C=C1)NC(C(C1=CC=CC=C1)NC(C=CC1=C(C(=CC=C1N1N=CN=N1)Cl)F)=O)=O)F)=O 4-(2-(3-(3-chloro-2-fluoro-6-(2H-tetrazol-2-yl)phenyl)acrylamido)-2-phenylacetylamino)-2-fluorobenzoic acid tert-butyl ester